5-((3-((1-methyl-1H-tetrazol-5-yl)thio)quinoxalin-2-yl)thio)-1H-tetrazol CN1N=NN=C1SC=1C(=NC2=CC=CC=C2N1)SC1=NN=NN1